C(CCCCCCCCC)(=O)[O-].C(CCCCCCCCC)(=O)[O-].C[Sn+2]C dimethyltin didecanoate